C1([C@H](O)[C@@H](O)[C@@H](O)[C@H](O1)CO)NC(=S)N galactosylthiourea